isopentyl (n-decyl) terephthalate C(C1=CC=C(C(=O)OCCCCCCCCCC)C=C1)(=O)OCCC(C)C